5-cyclopentyl-4-methylpent-2,4-dienal C1(CCCC1)C=C(C=CC=O)C